C(C)(C)(C)OC(C(CC(=O)C1CC1)CC)=O 4-cyclopropyl-2-ethyl-4-oxobutanoic acid tert-butyl ester